FC1=CC=C(C=C1)N1C(=CC2=C1C=C1C=NNC1=C2)CC(C)(C)OC 5-(4-fluorophenyl)-6-(2-methoxy-2-methyl-propyl)-1H-pyrrolo[2,3-f]indazole